methyl (3S)-3-(2-(4-((5-fluoro-1,4,5,6-tetrahydropyrimidin-2-yl)amino)-1H-indazole-6-carboxamido)acetamido)-3-(3-morpholinophenyl)propanoate trifluoroacetate FC(C(=O)O)(F)F.FC1CN=C(NC1)NC1=C2C=NNC2=CC(=C1)C(=O)NCC(=O)N[C@@H](CC(=O)OC)C1=CC(=CC=C1)N1CCOCC1